C(C)(C)(C)OC(=O)N1OCC[C@H]1C=1C=NC=C(C1)C.CC=1C=C(C=NC1)[C@H]1NOCC1 (3S)-3-(5-Methyl-3-pyridyl)isoxazolidine Tert-butyl-(S)-3-(5-methylpyridin-3-yl)isoxazolidine-2-carboxylate